CN1N=CC(=C1)C=1C=C(C=CC1)[C@H](C)N (S)-1-(3-(1-methyl-1H-pyrazol-4-yl)phenyl)ethan-1-amine